tert-Butyl 5-(7-cyano-1,6-naphthyridin-2-yl)-3,6-dihydropyridine-1(2H)-carboxylate C(#N)C1=NC=C2C=CC(=NC2=C1)C1=CCCN(C1)C(=O)OC(C)(C)C